C1=CC=CC=2C3=CC=CC=C3N(C12)C1=C(C=CC=C1)C1=CC(=CC=C1)O 2'-(9H-carbazol-9-yl)-[1,1'-biphenyl]-3-ol